COC(=O)[C@@]1([C@@H](C1)C=C)CO |r| racemic-(1S,2S)-1-(hydroxymethyl)-2-vinylcyclopropane-1-carboxylic acid methyl ester